trimethyl-(selenophen-2-yl)stannane C[Sn](C=1[Se]C=CC1)(C)C